BrCC1NCC1 2-(bromomethyl)azetidine